6-(4-methyltetrahydro-2H-pyran-4-yl)quinoline-4-carboxylic acid tert-butyl ester C(C)(C)(C)OC(=O)C1=CC=NC2=CC=C(C=C12)C1(CCOCC1)C